4-(2-benzyloxy-4-bromo-5-fluoro-phenyl)tetrahydropyran-4-carbonitrile C(C1=CC=CC=C1)OC1=C(C=C(C(=C1)Br)F)C1(CCOCC1)C#N